CC=1C(=C(C=C(C1)C)O)C1=NC=2N(C=C1)N=C(N2)N2[C@H]1CO[C@@H](C2)C1 3,5-dimethyl-2-[2-[(1R,4R)-2-oxa-5-azabicyclo[2.2.1]heptan-5-yl]-[1,2,4]triazolo[1,5-a]pyrimidin-5-yl]phenol